C(C=C)(=O)[O-].C(C=C)[NH3+] allylammonium acrylate